Ethyl (S)-3-(2'-(but-3-en-1-yloxy)-4,4'-difluoro-5,6'-dimethyl-[1,1'-biphenyl]-3-yl)-3-((R)-2-hydroxyhex-5-enamido)propanoate C(CC=C)OC1=C(C(=CC(=C1)F)C)C1=CC(=C(C(=C1)C)F)[C@H](CC(=O)OCC)NC([C@@H](CCC=C)O)=O